FC(C(=O)O)(F)F.CS(=O)(=O)N1[C@H](C[C@@H](C1)C1=CC=CC=C1)CS(=O)(=O)C1=CC=C(S1)CN trans-(5-(((1-(Methylsulfonyl)-4-phenylpyrrolidin-2-yl)methyl)sulfonyl)thiophen-2-yl)methanamine 2,2,2-trifluoroacetate